Cl.OC=1C=C(C=CC1)C1CCC(CC1)OC[C@H]1[C@]2(COCC(N2)=O)CCCN1 |o1:16,17| Rel-(6S,7R)-7-({[(1s,4s)-4-(3-hydroxyphenyl)cyclohexyl]oxy}methyl)-4-oxa-1,8-diazaspiro[5.5]undecan-2-one hydrochloride